NCCOC1=CC=C(C=C1)C(=C(CC)C1=CC=CC=C1)C1=CC=C(C=C1)O 4-(1-(4-(2-aminoethoxy)phenyl)-2-phenylbut-1-en-1-yl)phenol